4-bromo-N1-((trans)-4-methoxycyclohexyl)benzene-1,2-diamine BrC=1C=C(C(=CC1)N[C@@H]1CC[C@H](CC1)OC)N